BrC1=C2C=CC(=NC2=CC=C1)C(=O)OC methyl 5-bromoquinoline-2-carboxylate